Br(=O)(=O)O.C(CCCCCCCCCCCCCCC)C=1N=CNC1 4-hexadecyl-imidazole bromate